4-Methoxybenzyl 2-(3-(2-methoxy-2-oxoethyl)phenyl)-2,7,7-trimethylnon-8-ynoate COC(CC=1C=C(C=CC1)C(C(=O)OCC1=CC=C(C=C1)OC)(CCCCC(C#C)(C)C)C)=O